C(C)(C)(C)OC(=O)N1CC(C1)C1=C(C=C(C(=N1)C)CN1CCC(CC1)C(=O)OC)C methyl 1-((6-(1-(tert-butoxycarbonyl)azetidin-3-yl)-2,5-dimethylpyridin-3-yl)methyl)piperidine-4-carboxylate